(5-(5-chloro-2-methoxypyridin-4-yl)-1H-pyrazole-3-carbonyl)-N-((3,3-dimethyl-2-oxoindolin-5-yl)methyl)piperidine-4-carboxamide ClC=1C(=CC(=NC1)OC)C1=CC(=NN1)C(=O)N1CCC(CC1)C(=O)NCC=1C=C2C(C(NC2=CC1)=O)(C)C